Methylenebis(2,6-diethyl-3-chloroaniline) C(NC1=C(C(=CC=C1CC)Cl)CC)NC1=C(C(=CC=C1CC)Cl)CC